ethyl-2-vinylnaphthalene C(C)C1=C(C=CC2=CC=CC=C12)C=C